(R)-N-(5-cyano-3-cyclobutylpyrazolo[1,5-a]pyridin-2-yl)-3-hydroxy-3-(pyridin-2-yl)butanamide C(#N)C1=CC=2N(C=C1)N=C(C2C2CCC2)NC(C[C@](C)(C2=NC=CC=C2)O)=O